sodium methylformyl propionate C(CC)(=O)OC(=O)C.[Na]